BrC=1C=C(C=CC1OC)CC(C(C)(C)C)=O 1-(3-bromo-4-methoxyphenyl)-3,3-dimethyl-2-butanone